tert-butyl 2-[6-(3-ethoxy-3-oxopropyl)quinazolin-4-yl]-2,7-diazaspiro[3.5]nonane-7-carboxylate C(C)OC(CCC=1C=C2C(=NC=NC2=CC1)N1CC2(C1)CCN(CC2)C(=O)OC(C)(C)C)=O